COC=1C(=NC=CC1C1=NN(C=N1)C)NC1=C(N=NC(=C1)NC(=O)C1CC1)C(=O)NC 4-((3-methoxy-4-(1-methyl-1H-1,2,4-triazol-3-yl)pyridin-2-yl)amino)-N-methyl-6-(Cyclopropanecarboxamido)pyridazine-3-carboxamide